NC1=CC(=C(C=C1)C1=CC=C(C=C1)N)C1=CC=C(C=C1)N 4-amino-bis(4-amino-phenyl)benzene